C(C)(=O)O[C@@H](COC1=CC=C(C=C1)S(=O)(=O)C1=CC(=C(C(=C1)Cl)OC[C@@H](CS(=O)(=O)CC)OC(C)=O)Cl)CCl (S)-1-(4-((4-((S)-2-acetoxy-3-(ethylsulfonyl)propoxy)-3,5-dichlorophenyl)sulfonyl)phenoxy)-3-chloropropan-2-yl acetate